N,N'-dimethyl-N,N'-dioctyl-hexylethoxymalonamide CN(C(C(C(=O)N(CCCCCCCC)C)(OCC)CCCCCC)=O)CCCCCCCC